N(=[N+]=[N-])CCC1=CNC2=CC=C(C=C12)C(F)(F)F 3-(2-azidoethyl)-5-(trifluoromethyl)-1H-indole